(4R)-4-[5-(4-Methoxy-3-propoxyphenyl)pyridin-3-yl]-1,2-oxaborolan-2-ol COC1=C(C=C(C=C1)C=1C=C(C=NC1)[C@H]1CB(OC1)O)OCCC